ethyl trans-2-(2-((tetrahydro-2H-pyran-2-yl)oxy)ethyl)cyclopropane-1-carboxylate O1C(CCCC1)OCC[C@H]1[C@@H](C1)C(=O)OCC